(4-bromo-3-methoxyphenyl)(ethyl)sulfane BrC1=C(C=C(C=C1)SCC)OC